6-({trans-3-[(5S)-5-(3,5-difluorophenyl)-3-oxo-6,7-dihydro-3H-pyrrolo[2,1-c][1,2,4]triazol-2(5H)-yl]cyclobutyl}oxy)pyridine-2-carbonitrile FC=1C=C(C=C(C1)F)[C@@H]1CCC2=NN(C(N21)=O)[C@@H]2C[C@H](C2)OC2=CC=CC(=N2)C#N